C(C)(C)(C)C1=CC(=C(C=C1Cl)C1=CC(C(=C(N1)C)C=1CCOCC1)=O)C 6-(4-tert-butyl-5-chloro-2-methyl-phenyl)-3-(3,6-dihydro-2H-pyran-4-yl)-2-methyl-1H-pyridin-4-one